2-[1-[6-Fluoro-4-oxo-2-(2-pyridyl)chromen-8-yl]ethylamino]benzoic acid FC=1C=C2C(C=C(OC2=C(C1)C(C)NC1=C(C(=O)O)C=CC=C1)C1=NC=CC=C1)=O